(E)-methylpropane-1,3-diamine CC(CCN)N